FC=1C=C2C(C(N(C2=CC1)C1CCN(CC1)C1CCC(CC1)C(C)C)=O)CCNC(C)=O N-(2-(5-fluoro-1-(1-((1s,4s)-4-isopropylcyclohexyl)piperidin-4-yl)-2-oxoindolin-3-yl)ethyl)acetamide